BrC=1C(=C(C=CC1)C1=CC=C(C=C1)CC(=O)N)O (3'-bromo-2'-hydroxy-[1,1'-biphenyl]-4-yl)acetamide